ClC1=C(C(=O)N)C=C(C=C1)Cl 2,5-dichlorobenzamide